[4-[4-[3-cyano-4-(2-cyano-4-fluoro-phenyl)sulfanyl-pyrazolo[1,5-a]pyridin-6-yl]-5-methyl-pyrazol-1-yl]cyclohexyl]2-aminoacetate C(#N)C=1C=NN2C1C(=CC(=C2)C=2C=NN(C2C)C2CCC(CC2)OC(CN)=O)SC2=C(C=C(C=C2)F)C#N